CCS(=O)(=O)OC1=NC(=CC2=C1CNC2=O)N2C1CCC2CC1 (6-(7-azabicyclo[2.2.1]heptan-7-yl)-1-oxo-2,3-dihydro-1H-pyrrolo[3,4-c]pyridin-4-yl) methylmethanesulfonate